CC=1C(NN(C1)C1=CC=CC=C1)=O 4-methyl-N-phenyl-pyrazolone